2-(3-(4-((1H-pyrazol-4-yl)amino)-6-(cyclopentyloxy)quinazolin-2-yl)phenoxy)-N-cyclobutylacetamide bis-trifluoroacetic acid salt FC(C(=O)O)(F)F.FC(C(=O)O)(F)F.N1N=CC(=C1)NC1=NC(=NC2=CC=C(C=C12)OC1CCCC1)C=1C=C(OCC(=O)NC2CCC2)C=CC1